(2S,4S)-1-[4-(difluoromethyl)-8-oxa-3,5-diazatricyclo[7.4.0.02,7]trideca-1(9),2(7),3,5,10,12-hexaen-6-yl]-4-hydroxypyrrolidine-2-carboxylic acid FC(C1=NC=2C=3C=CC=CC3OC2C(=N1)N1[C@@H](C[C@@H](C1)O)C(=O)O)F